(E)-5-(2-([1,1'-biphenyl]-4-yl)vinyl)-2-hydroxy-3-methoxybenzaldehyde C1(=CC=C(C=C1)/C=C/C=1C=C(C(=C(C=O)C1)O)OC)C1=CC=CC=C1